C(C)OC(=O)C1CNC2=C(O1)C=CC(=C2)C=2C(=NOC2C)C 6-(3,5-dimethyl-isoxazol-4-yl)-3,4-dihydro-2H-benzo[b][1,4]Oxazine-2-carboxylic acid ethyl ester